CN(C(O)=O)C1=CC(=CC(=C1)C=1C=NN(C1)C)N.NC1=CC=C(C=C1)C1=NN=C(O1)C1=CC=C(N)C=C1 4-[5-(4-aminophenyl)-1,3,4-oxadiazol-2-yl]aniline methyl-(3-amino-5-(1-methyl-1H-pyrazol-4-yl)phenyl)carbamate